1-(2-hydroxyethyl)-3-methylimidazolium OCCN1C=[N+](C=C1)C